Cl.Cl.N1CC(C1)CN1CC(C1)F 1-(azetidin-3-ylmethyl)-3-fluoro-azetidine dihydrochloride